2,6-dimethoxy-N-(4-methoxy-6-(2-(4-propynylpiperazin-1-yl)thiazol-5-yl)benzo[d]isoxazol-3-yl)benzenesulfonamide COC1=C(C(=CC=C1)OC)S(=O)(=O)NC1=NOC2=C1C(=CC(=C2)C2=CN=C(S2)N2CCN(CC2)C#CC)OC